N-((2S,4R)-2-(2,5-difluorophenyl)piperidin-4-yl)-2,2,2-trifluoro-N-methylacetamide hydrochloride Cl.FC1=C(C=C(C=C1)F)[C@H]1NCC[C@H](C1)N(C(C(F)(F)F)=O)C